[3-(aminomethyl)-2-bicyclo[2.2.1]heptyl]methylamine NCC1C(C2CCC1C2)CN